BrC1=C(C=C(C(=O)NC2=C(C(=C(C=C2)Br)Cl)C)C=C1)F 4-bromo-N-(4-bromo-3-chloro-2-methyl-phenyl)-3-fluoro-benzamide